OC1=C(C(=NN1C)C1=CC=C(C=C1)S(=O)(=O)NC)C 4-(5-hydroxy-1,4-dimethyl-1H-pyrazol-3-yl)-N-methylbenzene-1-sulfonamide